3-(hydroxymethyl)-2-azabicyclo[2.2.2]octane-2-carboxylic acid tert-butyl ester C(C)(C)(C)OC(=O)N1C2CCC(C1CO)CC2